thio-carbamate C(N)([O-])=S